C(C)(C)(C)OC(=O)N1C[C@H](CC1)N1N=C(C(=C1NC)C#N)C#CC1=CC(=CC(=C1)OC)OC (S)-3-(4-cyano-3-((3,5-dimethoxyphenyl)ethynyl)-5-(methylamino)-1H-pyrazol-1-yl)pyrrolidine-1-carboxylic acid tert-butyl ester